C(CCCCCCCCC)[Al]CCCCCCCCCC didecylaluminum